3-hydroxypropanesulfonic acid-N,N-dimethylcyclohexylamine salt CN(C)C1CCCCC1.OCCCS(=O)(=O)O